ClC1=NC=C(C(=N1)C)NC(CC(C)(C)C)=O N-(2-chloro-4-methylpyrimidin-5-yl)-3,3-dimethylbutanamide